NC1=NN(C=C1Cl)CC(=O)N1CCCC1 2-(3-amino-4-chloro-pyrazol-1-yl)-1-pyrrolidin-1-yl-ethanone